C[Si](CCOCN1C=CC=2C1=NC=C(N2)OC2CN(CC2)C(=O)OC(C)(C)C)(C)C tert-butyl 3-((5-((2-(trimethylsilyl)ethoxy)methyl)-5H-pyrrolo[2,3-b]pyrazin-2-yl)oxy)pyrrolidine-1-carboxylate